3-(6-(benzyloxy)-7-chloro-1-oxoisoindolin-2-yl)piperidine-2,6-dione C(C1=CC=CC=C1)OC1=CC=C2CN(C(C2=C1Cl)=O)C1C(NC(CC1)=O)=O